(trans)-2-(3-fluoro-4-(7-((1-methylpiperidin-4-yl)carbamoyl)benzo[d]imidazo[2,1-b]thiazol-2-yl)phenyl)-4-hydroxypyrrolidine-1-carboxylic acid tert-butyl ester C(C)(C)(C)OC(=O)N1[C@H](C[C@@H](C1)O)C1=CC(=C(C=C1)C=1N=C2SC3=C(N2C1)C=CC(=C3)C(NC3CCN(CC3)C)=O)F